C(CC1=CC=CC=C1)NC(=O)N1C=NC2=C1C=CC(=C2)N2CCCCC2 N-phenethyl-5-(piperidin-1-yl)-1H-benzo[d]Imidazole-1-carboxamide